O[C@@H](C(C)C)CC[C@@H](C)[C@H]1CC[C@H]2[C@@H]3CC=C4C[C@@H](O)CC[C@]4(C)[C@H]3CC[C@]12C 24(R)-Hydroxycholesterol